O(C1=CC=CC=C1)C1=CC=C(C=C1)C=1OC(C(N1)=CC=1SC=CC1)=O 2-(4-phenoxyphenyl)-4-(thiophen-2-ylmethylene)oxazol-5(4H)-one